chlorogermanate Cl[Ge](=O)[O-]